P(=O)([O-])([O-])[O-].[Li+].[Fe+2].[Mn+2].[Co+2] cobalt manganese iron lithium phosphate